FC1=CC=C(C=C1)C1=CC(=NO1)C1=CC=C(C=C1)NC(OC(C)(C)C)=O tert-butyl (4-(5-(4-fluorophenyl)isoxazol-3-yl)phenyl)carbamate